(2-oxo-6-(4-(2-(piperazin-1-yl)ethyl)piperidin-1-yl)benzo[d]oxazol-3(2H)-yl)piperidine-2,6-dione O=C1OC2=C(N1N1C(CCCC1=O)=O)C=CC(=C2)N2CCC(CC2)CCN2CCNCC2